1-cyclopentyl-3-methyl-6-((2-(methylsulfonyl)phenyl)amino)-1,3-dihydro-2H-imidazo[4,5-c]pyridin-2-one C1(CCCC1)N1C(N(C=2C=NC(=CC21)NC2=C(C=CC=C2)S(=O)(=O)C)C)=O